tert-butyl 3-(5-(2,4-difluorophenyl)isoxazole-3-carboxamido)-3-(2-ethoxy-2-oxoethyl)azetidine-1-carboxylate FC1=C(C=CC(=C1)F)C1=CC(=NO1)C(=O)NC1(CN(C1)C(=O)OC(C)(C)C)CC(=O)OCC